4-Methyl-3-[3-(4,4,5,5-tetramethyl-1,3,2-dioxaborolan-2-yl)-[1,1-biphenyl]-2-yl]-1,2,4-triazole CN1C(=NN=C1)C1=C(C=CC=C1B1OC(C(O1)(C)C)(C)C)C1=CC=CC=C1